tert-butyl (3S)-3-[[4-[1-(benzenesulfonyl)-6-[1-(2-hydroxy-2-methylpropyl)pyrazol-4-yl]indol-3-yl]-5-(trifluoromethyl)pyrimidin-2-yl] amino]piperidine-1-carboxylate C1(=CC=CC=C1)S(=O)(=O)N1C=C(C2=CC=C(C=C12)C=1C=NN(C1)CC(C)(C)O)C1=NC(=NC=C1C(F)(F)F)N[C@@H]1CN(CCC1)C(=O)OC(C)(C)C